ClC=1C(=NC(=NC1)N[C@@H]1[C@H](COCC1)O)C1=CC=C2CN(C(C2=C1)=O)CC(=O)N[C@H](C)C1=CC(=CC=C1)OC 2-[6-(5-chloro-2-{[(3R,4S)-3-hydroxyoxacyclohex-4-yl]amino}pyrimidin-4-yl)-1-oxo-2,3-dihydro-1H-isoindol-2-yl]-N-[(1R)-1-(3-methoxyphenyl)ethyl]acetamide